O=C1NC(CCC1N1C(C2=CC=C(C=C2C1=O)O[C@@H]1CN(CC1)CC=1C=NC2=CC=CC=C2C1)=O)=O 2-(2,6-Dioxopiperidin-3-yl)-5-(((S)-1-(quinolin-3-ylmethyl)pyrrolidin-3-yl)oxy)isoindoline-1,3-dione